bis(4-methoxybenzyl)-4-methyl-5-(trifluoromethyl)pyridin-2-amine COC1=CC=C(CC2=C(C(=C(C(=N2)N)CC2=CC=C(C=C2)OC)C)C(F)(F)F)C=C1